BrC1=C(C=C(C=C1F)CBr)F 2-Bromo-5-(bromomethyl)-1,3-difluorobenzene